2-amino-5-(5-bromo-2-methoxybenzyl)-6-methylpyrimidin-4-ol NC1=NC(=C(C(=N1)O)CC1=C(C=CC(=C1)Br)OC)C